methyl 2-[1-(6-methyl-4-oxo-2-pyrrolidin-1-yl-chromen-8-yl)ethylamino]benzoate CC=1C=C2C(C=C(OC2=C(C1)C(C)NC1=C(C(=O)OC)C=CC=C1)N1CCCC1)=O